3-methyl-2-[2-[(1S,2S)-2-methylcyclopropyl]pyrazolo[3,4-b]pyrazin-6-yl]-5-(trifluoromethyl)phenol CC=1C(=C(C=C(C1)C(F)(F)F)O)C=1C=NC=2C(N1)=NN(C2)[C@@H]2[C@H](C2)C